(S)-2-(4-((6-((1-(4-(tert-butyl)phenyl)ethyl)carbamoyl)-1,2-dimethyl-1H-indol-3-yl)methyl)phenoxy)-2-methyl-propanoic acid C(C)(C)(C)C1=CC=C(C=C1)[C@H](C)NC(=O)C1=CC=C2C(=C(N(C2=C1)C)C)CC1=CC=C(OC(C(=O)O)(C)C)C=C1